tris(2-(1H-pyrazol-1-yl)-4-t-butylpyridine)-tris(bis(trifluoromethanesulfonyl) imide) [N-](S(=O)(=O)C(F)(F)F)S(=O)(=O)C(F)(F)F.[N-](S(=O)(=O)C(F)(F)F)S(=O)(=O)C(F)(F)F.[N-](S(=O)(=O)C(F)(F)F)S(=O)(=O)C(F)(F)F.N1(N=CC=C1)C1=NC=CC(=C1)C(C)(C)C.N1(N=CC=C1)C1=NC=CC(=C1)C(C)(C)C.N1(N=CC=C1)C1=NC=CC(=C1)C(C)(C)C